benzofuran-2-yl(naphthalen-1-yl)methanone O1C(=CC2=C1C=CC=C2)C(=O)C2=CC=CC1=CC=CC=C21